cis-2,5-bis(aminomethyl)tetrahydrofuran NC[C@@H]1O[C@@H](CC1)CN